(E)-2-Heptenyl acetate C(C)(=O)OC\C=C\CCCC